4-methyl-2-phenyl-1,2,3-triazole CC1=NN(N=C1)C1=CC=CC=C1